(S)-4-(5-(5-fluoro-2-methoxypyridin-4-yl)-1H-pyrazole-3-carbonyl)-N-((1r,4S)-4-methoxy-4-(trifluoromethyl)cyclohexyl)-4-azaspiro[2.5]octane-7-carboxamide FC=1C(=CC(=NC1)OC)C1=CC(=NN1)C(=O)N1C2(CC2)C[C@H](CC1)C(=O)NC1CCC(CC1)(C(F)(F)F)OC